C[C@H]1N([C@@H](COC1)C)C=1N=C2N(C(C1C)=O)CC[C@H](N2C2=CC=NO2)C(F)(F)F (S)-2-((3R,5R)-3,5-Dimethylmorpholin-4-yl)-9-isoxazol-5-yl-methyl-8-trifluoromethyl-6,7,8,9-tetrahydro-pyrimido[1,2-a]-pyrimidin-4-one